tert-butyl N-methyl-N-(2-methyl-6,7-dihydro-5H-thieno[3,2-b]pyran-6-yl)carbamate CN(C(OC(C)(C)C)=O)C1CC2=C(OC1)C=C(S2)C